7,11b-Dihydroindeno[2,1-c]chromene-3,4,6a,9,10(6H)-pentol C1=C2C3C(COC2=C(C(=C1)O)O)(CC1=CC(=C(C=C13)O)O)O